2-[[4-[3-(Aminocarbonyl)-1-piperazinyl]-6-[[[4-(methoxycarbonyl)phenyl]methyl]amino]-2-pyrimidinyl]amino]-4-methyl-5-thiazolecarboxylic acid, ethyl ester NC(=O)C1CN(CCN1)C1=NC(=NC(=C1)NCC1=CC=C(C=C1)C(=O)OC)NC=1SC(=C(N1)C)C(=O)OCC